3,4-dihydro-2-methyl-2H-pyrrole CC1N=CCC1